FC(=CC1=CC=CC=C1)SC1=CC=C(C=C1)Cl (4-chlorophenyl) (1-fluoro-2-phenylvinyl) sulfide